C(C)(C)(C)OC(=O)NCCCCCCCCN N-t-butoxycarbonyl-1,8-octanediamine